Isooctyl-3-(3,5-Di-t-butyl-4-hydroxyphenyl)propionat C(CCCCC(C)C)OC(CCC1=CC(=C(C(=C1)C(C)(C)C)O)C(C)(C)C)=O